ClN(S(O)(=O)=O)Cl N,N-dichlorosulfamic acid